3-({[(4R)-7-[(4-fluorophenyl)(methyl)amino]-3,4-dihydro-2H-1-benzopyran-4-yl]methyl}amino)pyridine-4-carboxylic acid FC1=CC=C(C=C1)N(C1=CC2=C([C@@H](CCO2)CNC=2C=NC=CC2C(=O)O)C=C1)C